OC1CN(C1)C(=O)[C@H]1CCCC=2N1C(N(N2)CC2=CC=C(C=C2)C)=O |r| (5RS)-5-[(3-Hydroxyazetidin-1-yl)carbonyl]-2-(4-methylbenzyl)-5,6,7,8-tetrahydro[1,2,4]triazolo[4,3-a]pyridin-3(2H)-one